N-(1-(2-ethoxyethyl)-1H-pyrazol-4-yl)-5-(4-iodophenyl)oxazol-2-amine C(C)OCCN1N=CC(=C1)NC=1OC(=CN1)C1=CC=C(C=C1)I